C(C)(C)(C)OC(=O)N[C@H]1CC=CC[C@@H]1C1=C(C2=NC(=CC(=C2S1)N(C(OC(C)(C)C)=O)CC=1SC=CC1)Cl)C#CCO |r| rac-tert-butyl (2-((1S,6S)-6-((tert-butoxycarbonyl)amino)cyclohex-3-en-1-yl)-5-chloro-3-(3-hydroxyprop-1-yn-1-yl)thieno[3,2-b]pyridin-7-yl)(thiophen-2-ylmethyl)carbamate